C1(CCCC1)OC1C(CCCC1)O 2-(cyclopentyloxy)cyclohexan-1-ol